2-(2-bromophenyl)-3-cyanomethyl-indazole BrC1=C(C=CC=C1)N1N=C2C=CC=CC2=C1CC#N